[Cl-].C(CCCCCCCCCCCCC)[N+](C)(C)CCC[Si](OC)(OC)OC tetradecyl-[3-(trimethoxysilyl)propyl]dimethyl-ammonium chloride